3-(2,2-difluoro-3β,7β-dihydroxy-5β-cholan-24-oyl)amino-propanesulfonic acid FC1([C@@H](C[C@H]2C[C@@H]([C@H]3[C@@H]4CC[C@H]([C@@H](CCC(=O)NCCCS(=O)(=O)O)C)[C@]4(CC[C@@H]3[C@]2(C1)C)C)O)O)F